ClC1=C(C(NC2=CC=CC=C12)=O)C=O 4-chloro-2-oxo-1,2-dihydroquinoline-3-formaldehyde